C(=O)(OC(C)(C)C)NCCC12CC3(CC(CC(C1)(C3)CO)(C2)C)C 1-(N-Boc-2-aminoethyl)-3,5-dimethyl-7-hydroxymethyl-adamantane